(S)-1-benzyl-2-(2-chloro-4-(2-(1-methylpyrrolidin-2-yl)ethoxy)phenyl)-5-isopropoxy-1H-benzo[d]imidazole C(C1=CC=CC=C1)N1C(=NC2=C1C=CC(=C2)OC(C)C)C2=C(C=C(C=C2)OCC[C@H]2N(CCC2)C)Cl